4-(difluoromethoxy)phenyl-boronic acid FC(OC1=CC=C(C=C1)B(O)O)F